ClC1=CC=C2C(C(=C(OC2=C1)C1=CC(=C(C=C1)F)F)O)=O 7-chloro-2-(3,4-difluorophenyl)-3-hydroxy-4H-chromen-4-one